C(C)(=O)C1(C(C2=C(O1)C(C1=CC=CC=C1C2=O)=O)O)C(C)=O 2,2-diacetyl-3-hydroxy-2,3-dihydronaphtho[2,3-b]furan-4,9-dione